5-(2-phenylprop-2-yl)-2-(piperazin-1-yl)pyrimidine C1(=CC=CC=C1)C(C)(C)C=1C=NC(=NC1)N1CCNCC1